ClC=1N=C(C=2N=C(N(C(C2N1)=O)C)C)C1=C(C=C(C=C1)Cl)F 6-chloro-8-(4-chloro-2-fluorophenyl)-2,3-dimethylpyrimido[5,4-d]pyrimidin-4(3H)-one